(E)-4-chlorobenzaldehyde oxime ClC1=CC=C(/C=N/O)C=C1